ethyl-1-{3-[(tert-butoxycarbonyl)(methyl)amino]propyl}-7-[3-(ethoxymethyl)-5-(hydroxymethyl)-1-methyl-1H-pyrazol-4-yl]-3-[3-(1-naphthyloxy)propyl]-1H-indole C(C)C=1N(C2=C(C=CC=C2C1CCCOC1=CC=CC2=CC=CC=C12)C=1C(=NN(C1CO)C)COCC)CCCN(C)C(=O)OC(C)(C)C